2-[2-(3,4-difluoro-2-methyl-phenoxy)-4-methyl-5-(trifluoromethyl)-3-pyridinyl]-5-tetrahydropyran-4-yloxy-1H-1,6-naphthyridin-4-one FC=1C(=C(OC2=NC=C(C(=C2C=2NC3=CC=NC(=C3C(C2)=O)OC2CCOCC2)C)C(F)(F)F)C=CC1F)C